NCC(COC([C@H](C)C1=CC(=CC=C1)C(C1=CC=CC=C1)=O)=O)F (alphaR)-3-benzoyl-alpha-methyl-phenyl-acetic acid 3-amino-2-fluoropropyl ester